O1N=CC2=C1C=C(C=C2)NC2=NC=C1C(=N2)N(N(C1=O)CC=C)C1=NC(=CC=C1)OC1CCNCC1 6-[(1,2-benzoxazol-6-yl)amino]-1-[6-(piperidin-4-yloxy)pyridin-2-yl]-2-(prop-2-en-1-yl)-1H,2H,3H-pyrazolo[3,4-d]pyrimidin-3-one